C(C)(C)C1=C(NC2=CC=C(C=C12)C1CCNCC1)C=1C=C(C(N(C1)C)=O)C 5-(3-isopropyl-5-(piperidin-4-yl)-1H-indol-2-yl)-1,3-dimethylpyridin-2(1H)-one